methyl 6-((1-(tert-butoxycarbonyl) piperidin-4-yl) amino)-2-chloropyrimidine-4-carboxylate C(C)(C)(C)OC(=O)N1CCC(CC1)NC1=CC(=NC(=N1)Cl)C(=O)OC